C(C)OC(=O)C1=C(NC=2N(C1)N=NN2)C 5-methyl-4,7-dihydrotetrazolo[1,5-a]pyrimidine-6-carboxylic acid ethyl ester